COC=1C=C(C(=O)N2CCC=3C2=CN=CC3C3=CC=C(C#N)C=C3)C=CC1 4-(1-(3-methoxybenzoyl)-2,3-dihydro-1H-pyrrolo[2,3-c]pyridin-4-yl)benzonitrile